NC[C@@H](OC(CCC(=O)N1CC2=CC(=C(C(=C2C1)Cl)OCCCOC=1C(=CC2=C(C=C(S2)C(CCC(=O)OCC)=O)C1F)OC)OC)=O)C ethyl 4-[5-[3-[2-[4-[(1S)-2-amino-1-methyl-ethoxy]-4-oxo-butanoyl]-4-chloro-6-methoxy-isoindolin-5-yl]oxypropoxy]-4-fluoro-6-methoxy-benzothiophen-2-yl]-4-oxo-butanoate